IC1=CC=C(CNC(OC(C)(C)C)=O)C=C1 tert-Butyl (4-iodobenzyl)carbamate